C(C)OC(=O)C=1SC(=C(C1Cl)Br)Br 4,5-Dibromo-3-chlorothiophene-2-carboxylic acid ethyl ester